1-((3S,4R)-3-((2-((1-ethyl-1H-pyrazol-4-yl)amino)-7H-pyrrolo[2,3-d]pyrimidin-4-yl)oxy)-4-fluoropiperidin-1-yl)prop-2-en-1-one phosphate P(=O)(O)(O)O.C(C)N1N=CC(=C1)NC=1N=C(C2=C(N1)NC=C2)O[C@H]2CN(CC[C@H]2F)C(C=C)=O